ClC=1C(=C(C=CC1F)[C@@H]1N(OCC1)C1=CC(=NC=N1)NC=1C(=CC(=C(C1)NC(C=C)=O)N1CCC(CC1)N1CCN(CC1)C1COC1)OC)F N-(5-((6-((R)-3-(3-chloro-2,4-difluorophenyl)isoxazolidine-2-yl)pyrimidine-4-yl)amino)-4-methoxy-2-(4-(4-(oxetane-3-yl)piperazine-1-yl)piperidine-1-yl)phenyl)acrylamide